C(C1=CC=CC=C1)OC1=NC(=NC=C1)Cl 4-(benzyloxy)-2-chloropyrimidine